4-amino-2-(2,6-dioxo-3-piperidinyl)-1H-Isoindole-1,3(2H)-dione NC1=C2C(N(C(C2=CC=C1)=O)C1C(NC(CC1)=O)=O)=O